ethoxymethylideneruthenium dichloride C(C)OC=[Ru](Cl)Cl